FC(CNC1=NC2=CC(=CC=C2C=C1)CC[C@@H]1S[C@H]([C@@H]([C@@H]1O)O)N1C=CC2=C1N=CN=C2C)F (2S,3S,4R,5R)-2-(2-{2-[(2,2-difluoroethyl)amino]quinolin-7-yl}ethyl)-5-(4-methyl-7H-pyrrolo[2,3-d]pyrimidin-7-yl)tetrahydrothiophene-3,4-diol